oxolan-3-yl 4-methylbenzene-1-sulfonate CC1=CC=C(C=C1)S(=O)(=O)OC1COCC1